FC1=CC=C(C=C1)C(O)C1=NC=CC=C1F (4-Fluorophenyl)(3-fluoropyridin-2-yl)methanol